dibutyltin dineodecanoate C(CCCCCC(C)(C)C)(=O)[O-].C(CCCCCC(C)(C)C)(=O)[O-].C(CCC)[Sn+2]CCCC